Cl.S1C(=CC=C1)NN thiophen-2-ylhydrazine hydrochloride